C(C)(C)NC(NC(C)C)[SiH3] Bis(isopropylamino)methylsilan